1,2,5,6-tetrahydropyridine-3-carbothioamide N1CC(=CCC1)C(N)=S